ClC(=C1[C@@H]2CC[C@H]1C1=C(C=CC=C21)NC(=O)C=2C(=NN(C2)C)C(F)F)Cl N-[(1r,4s)-9-(dichloromethylene)-1,2,3,4-tetrahydro-1,4-methanonaphthalen-5-yl]-3-(difluoromethyl)-1-methyl-1H-pyrazole-4-amide